5-(4-cyanophenyl)-[1,2,4]triazolo[1,5-a]pyridine-7-carboxylic acid methyl ester COC(=O)C1=CC=2N(C(=C1)C1=CC=C(C=C1)C#N)N=CN2